N4-(8-methylcinnolin-4-yl)-N2-[4-(oxan-4-yl)phenyl]pyridine-2,4-diamine CC=1C=CC=C2C(=CN=NC12)NC1=CC(=NC=C1)NC1=CC=C(C=C1)C1CCOCC1